5-fluoro-2-(3-{1-[(1S,3S,4R)-5-methylidene-2-azabicyclo[2.2.2]octane-3-carbonyl]azocan-5-yl}-1H-pyrrolo[2,3-c]pyridin-1-yl)-N,N-di(propan-2-yl)benzamide FC=1C=CC(=C(C(=O)N(C(C)C)C(C)C)C1)N1C=C(C=2C1=CN=CC2)C2CCCN(CCC2)C(=O)[C@H]2N[C@@H]1CC([C@H]2CC1)=C